NC=1C(=NC=NC1OCC(F)F)C#CC1=CC(=NC=C1)NC(C)=O N-(4-((5-amino-6-(2,2-difluoroethoxy)pyrimidin-4-yl)ethynyl)pyridin-2-yl)acetamide